3-(benzo[d]thiazol-5-yl)morpholine S1C=NC2=C1C=CC(=C2)C2NCCOC2